CN1CC=2N(CC1)N=CC2C=2C=C1C(=NC2)NC=C1C1=CC=2N(C=C1)N=CC2C=2C=NN(C2)C 5-methyl-3-(3-(3-(1-methyl-1H-pyrazol-4-yl)pyrazolo[1,5-a]pyridin-5-yl)-1H-pyrrolo[2,3-b]pyridin-5-yl)-4,5,6,7-tetrahydropyrazolo[1,5-a]pyrazine